Benzyl 2-(3-(1-(tert-butoxycarbonyl)-1H-pyrazol-3-yl) prop-2-yn-1-yl)-1,8-naphthyridine-1(2H)-carboxylate C(C)(C)(C)OC(=O)N1N=C(C=C1)C#CCC1N(C2=NC=CC=C2C=C1)C(=O)OCC1=CC=CC=C1